tert-Butyl 4-(2,5,8,11,14,17-hexaoxanonadecan-19-yloxy)phenethylcarbamate COCCOCCOCCOCCOCCOCCOC1=CC=C(CCNC(OC(C)(C)C)=O)C=C1